N'-((3,3-dimethyl-1,2,3,5,6,7-hexahydrodicyclopenta[b,e]pyridin-8-yl)carbamoyl)-2-(2-hydroxypropan-2-yl)-4-((methylamino)methyl)thiazole-5-sulfonimidamide CC1(CCC=2C1=NC1=C(C2NC(=O)N=S(=O)(N)C2=C(N=C(S2)C(C)(C)O)CNC)CCC1)C